C(#N)C1=C[C@@](CC(C1=O)(C)C)(C)N(C(C1=C(C=C(C=C1)OC)F)=O)C N-[(1S)-3-cyano-1,5,5-trimethyl-4-oxocyclohex-2-en-1-yl]-2-fluoro-4-methoxy-N-methylbenzamide